CC1C2=C(B(O1)O)C(=CC(=C2)NC2=NC=C(C(=N2)NC(CC)CC)C)C 3,7-dimethyl-5-((5-methyl-4-(pentan-3-yl-amino)pyrimidin-2-yl)amino)benzo[c][1,2]oxaborol-1(3H)-ol